CN(CCCN1N=C2C=C(C=CC2=C1C1CCN(CC1)C(C=C)=O)C1=CC(=CC2=CC=CC=C12)O)C 1-(4-(2-(3-(dimethylamino)propyl)-6-(3-hydroxynaphthyl)-2H-indazol-3-yl)piperidin-1-yl)-2-propen-1-one